tetraazainine N1=NN=NC=C1